2-amino-4-(cyclohexylmethylamino)-6-(2-furyl)pyrimidine-5-carbonitrile NC1=NC(=C(C(=N1)NCC1CCCCC1)C#N)C=1OC=CC1